4-(3-(4-((6-(difluoromethyl)pyridin-3-yl)methoxy)-3-methoxybenzyl)-3H-imidazo[4,5-b]pyridin-6-yl)but-3-yn-1-ol FC(C1=CC=C(C=N1)COC1=C(C=C(CN2C=NC=3C2=NC=C(C3)C#CCCO)C=C1)OC)F